BrC=1C=C2C(OCC=3C=C(N=CC3C3=CN=C(C(NS(C(C1OC)=C2)(=O)=O)=C3)OC(F)F)OC)=O 13-Bromo-19-(difluoromethoxy)-5,14-dimethoxy-16,16-dioxo-9-oxa-16λ6-thia-4,17,20-triazatetracyclo[16.3.1.111,15.02,7]tricosa-1(21),2(7),3,5,11,13,15(23),18(22),19-nonaen-10-one